3,4-bis(dicyclohexylphosphino)-2,5-dimethylthiophene C1(CCCCC1)P(C1=C(SC(=C1P(C1CCCCC1)C1CCCCC1)C)C)C1CCCCC1